N1C=C(C2=CC=CC=C12)[C@H]1[C@@H](C1)N trans-2-(1H-indol-3-yl)cyclopropylamine